(1S,3R,4S)-N-[(1S)-1-cyano-2-[(3R)-2-oxo-3-piperidyl]ethyl]-2-[(2R)-2-(2,5-difluoroanilino)propanoyl]-5,5-difluoro-2-azabicyclo[2.2.2]octane-3-carboxamide C(#N)[C@H](C[C@@H]1C(NCCC1)=O)NC(=O)[C@@H]1N([C@@H]2CC([C@H]1CC2)(F)F)C([C@@H](C)NC2=C(C=CC(=C2)F)F)=O